Cl[Mg]C(C)C Chloro(propan-2-yl)magnesium